Ethoxymethylbenzene C(C)OCC1=CC=CC=C1